ClC1=C(OC=2C(=NC=CC2)OCC(=O)O)C=CC(=C1)F 2-{[3-(2-Chloro-4-fluorophenoxy)pyridin-2-yl]oxy}acetic acid